ClC1=C(C(=CC=C1Cl)OCOC)[C@@H]1N(CC(C1)C(C(=O)OCC)C)C(=O)OC(C)(C)C tert-butyl (2R)-2-[2,3-dichloro-6-(methoxymethoxy)phenyl]-4-(1-ethoxy-1-oxopropan-2-yl)pyrrolidine-1-carboxylate